N-butyl-4-(furo[3,2-c]pyridin-4-yl)benzamide C(CCC)NC(C1=CC=C(C=C1)C1=NC=CC2=C1C=CO2)=O